CNC=1SC(=CN1)C=1C=C2C=C(N=CC2=CC1)NC(=O)C1CCNCC1 N-(6-(2-(methylamino)thiazol-5-yl)isoquinolin-3-yl)piperidine-4-carboxamide